O(O)C(C(=O)O)CC hydroperoxybutanoic acid